C(#N)CC1C(CCC(C1C(=O)N)C(C)C)(C)C1=CC=CC=C1 Cyanomethylphenylmenthancarboxamid